O1CCC(=CC1)C=1C=CC(=C2CCOC21)N 7-(3,6-Dihydro-2H-pyran-4-yl)-2,3-dihydrobenzofuran-4-amine